C(C)(=O)[O-].[Na+].[AsH3] arsine sodium acetate